C[C@@H]1CN(C[C@@H](O1)C)C(=O)C=1C2=C(N(N1)CC(=O)N1CCN(CC1)C1=C(C=C(C(=C1)C)C)C)CCC2 2-{3-[(2R,6S)-2,6-Dimethylmorpholin-4-carbonyl]-5,6-dihydrocyclopenta[c]pyrazol-1(4H)-yl}-1-[4-(2,4,5-trimethylphenyl)piperazin-1-yl]ethan-1-on